N-Butyl-3-((4-chlorophenyl)amino)quinoxaline-2-carboxamide C(CCC)NC(=O)C1=NC2=CC=CC=C2N=C1NC1=CC=C(C=C1)Cl